COC(=O)[C@H]1N(C[C@@H](C1)OC)C(=O)OC(C)(C)C (2S,4R)-4-methoxypyrrolidine-1,2-dicarboxylic acid 1-(tert-butyl) 2-methyl ester